C(C)(C)(C)C=1C=C(C(=C(C1)C1=C(C(=O)O)C=CC=C1)C1=C(C(=O)O)C=CC=C1)C.O=C1NC(CCC1N1C(C2=CC=C(C=C2C1=O)CC(C(=O)N)N1CC(C1)N1CCN(CC1)C1=NC=CC=C1)=O)=O ((2-(2,6-Dioxopiperidin-3-yl)-1,3-dioxoisoindolin-5-yl)methyl)-2-(3-(4-(pyridin-2-yl)piperazin-1-yl)azetidin-1-yl)acetamide 5-tert-butyl-3-methyl-1,2-PHENYLENEDIBENZOATE